C(C1=CC=CC=C1)(=O)C(=O)O.C(C=CC1=CC=CC=C1)=NO cinnamaldehyde oxime benzoylformate